FC=1C=C(C(=O)NCC=2C=NC=CC2C)C=C(C1OC)F 3,5-difluoro-4-methoxy-N-[(4-methylpyridin-3-yl)methyl]benzamide